3,7-dimethyloctan-3-ol CC(CC)(CCCC(C)C)O